5-((1-methylpiperidin-3-yl)methoxy)-2,3-dihydro-1H-indene-4-carbaldehyde CN1CC(CCC1)COC1=C(C=2CCCC2C=C1)C=O